C(C)(=O)OC(C=C)CC=C 1,5-hexadien-3-ol acetate